5-(4-((3-ethyl-6-methyl-2,4-dioxo-1,2,3,4-tetrahydroquinazolin-7-yl)methyl)piperazin-1-yl)-N,6-dimethylpyridinecarboxamide C(C)N1C(NC2=CC(=C(C=C2C1=O)C)CN1CCN(CC1)C=1C=CC(=NC1C)C(=O)NC)=O